NC=1C(=CC(=C(C1)C1=NC(=NC=C1)N(C)C)F)N1C[C@@H](N([C@@H](C1)C)C)C 4-(5-amino-2-fluoro-4-((3S,5R)-3,4,5-trimethylpiperazin-1-yl)phenyl)-N,N-dimethylpyrimidin-2-amine